6-((1r,4SR)-4-cyanocyclohexyl)-quinoline-4-carboxylic acid C(#N)C1CCC(CC1)C=1C=C2C(=CC=NC2=CC1)C(=O)O